C(C)(=O)O[C@H](COC1=CC=C(C=C1)C(C)(C)C1=CC(=C(C(=C1)Cl)OC[C@H](CCl)OC(C)=O)Cl)CN1CCOCC1 (S)-1-(4-(2-(4-((R)-2-acetoxy-3-chloropropoxy)-3,5-dichlorophenyl)propan-2-yl)phenoxy)-3-morpholinopropan-2-yl acetate